FC=1C(=CC2=C(SC[C@@H](C(N2)=O)NC(OC(C)(C)C)=O)C1)C(=O)NN tert-butyl (R)-(8-fluoro-7-(hydrazinecarbonyl)-4-oxo-2,3,4,5-tetrahydrobenzo[b][1,4]thiazepin-3-yl)carbamate